ClC1=C(C=CC=C1)C=1N=C(SC1)NC(C1=CC=C(C=C1)C1CCS(CC1)(=O)=O)=O N-(4-(2-chlorophenyl)thiazol-2-yl)-4-(1,1-dioxo-tetrahydro-2H-thiopyran-4-yl)-benzamide